3-(((1-ethylazetidin-3-yl)(methyl)carbamoyl)oxy)-2-(oleoyloxy)propyl (9Z,12Z)-octadeca-9,12-dienoate C(CCCCCCC\C=C/C\C=C/CCCCC)(=O)OCC(COC(N(C)C1CN(C1)CC)=O)OC(CCCCCCC\C=C/CCCCCCCC)=O